BrC1=CC(=C(OC[C@H](CCC(N)=O)NC(OC(C)(C)C)=O)C=C1)F tert-butyl N-[(2S)-1-(4-bromo-2-fluorophenoxy)-4-carbamoylbutan-2-yl]carbamate